FC=1C(=NC(=C(C#N)C1)N1C[C@@H](C([C@@H](C1)C)F)C)NC1=CC2=C(N(C(N2CC[C@@H](C)O)=O)C)C=C1 5-fluoro-2-((3S,4S,5R)-4-fluoro-3,5-dimethylpiperidin-1-yl)-6-((3-((R)-3-hydroxybutyl)-1-methyl-2-oxo-2,3-dihydro-1H-benzo[d]imidazol-5-yl)amino)nicotinonitrile